NC1(CCN(CC1)C1=NC(=C2C(=N1)NN=C2Br)C#N)C2=CC(=CC=C2)OC 6-(4-Amino-4-(3-methoxyphenyl)piperidin-1-yl)-3-bromo-1H-pyrazolo[3,4-d]pyrimidine-4-carbonitrile